ClC=1C(=NC=C(C1)C)C1(CC1)C(=O)NC(C(=O)O)CCN(CCCCC1=NC=2NCCCC2C=C1)CC(CF)OC 2-[[1-(3-chloro-5-methyl-2-pyridyl)cyclopropanecarbonyl]amino]-4-[[3-fluoro-2-methoxy-propyl]-[4-(5,6,7,8-tetrahydro-1,8-naphthyridin-2-yl)butyl]amino]butanoic acid